5-((furan-2-yl)methylene)-dihydro-2,2-dimethyl-1,3-dioctylpyrimidine-4,6(1H,5H)-dione O1C(=CC=C1)C=C1C(N(C(N(C1=O)CCCCCCCC)(C)C)CCCCCCCC)=O